(2R,3s,4R,5R)-2-(hydroxymethyl)-5-(6,7,8,9-tetrahydro-2H-2,3,5,6-tetraazabenzo[cd]azulen-2-yl)tetrahydrofuran-3,4-diol OC[C@H]1O[C@H]([C@@H]([C@@H]1O)O)N1C=C2CCCNC=3C2=C1N=CN3